4-((4-(difluoromethoxy)phenyl)amino)-2-(methylthio)thiazole-5-carboxylic acid FC(OC1=CC=C(C=C1)NC=1N=C(SC1C(=O)O)SC)F